2-(4-pyridyl)thioacetamide N1=CC=C(C=C1)CC(=S)N